3-(1-isopropyl-2-methyl-1H-imidazo[4,5-b]pyridin-6-yl)-N-(3-(4-methylpiperazin-1-yl)phenyl)-1H-pyrrolo[2,3-b]pyridin-6-amine C(C)(C)N1C(=NC2=NC=C(C=C21)C2=CNC1=NC(=CC=C12)NC1=CC(=CC=C1)N1CCN(CC1)C)C